CO\N=C(/C(=O)NC)\C1=C(C(=CC=C1)C)CO/N=C(/COC)\C1=C(C=C(C=C1)F)F (2Z)-2-methoxyimino-2-[2-[[(E)-[2-methoxy-1-(2,4-difluorophenyl)ethylidene]amino]oxymethyl]-3-methyl-phenyl]-N-methyl-acetamide